BrC=1C(=NN(C1C=1C=NC(=CC1)F)C1=C(C=CC=C1)F)O[C@H](C(=O)O)OCC (2R)-{[4-bromo-1-(2-fluorophenyl)-5-(6-fluoropyridin-3-yl)-1H-pyrazol-3-yl]oxy}(ethoxy)acetic acid